C(C1=CC=CC=C1)OC(=O)N1CC(CCC1)C1=NC2=NC(=CC=C2C=C1)C1=C(C=C(C=C1)C)OC.N1(N=CC=C1)C1=NC(=NC=C1C(F)(F)F)NC=1C=CC(=NC1)S(=O)(=O)N 5-[[4-pyrazol-1-yl-5-(trifluoromethyl)pyrimidin-2-yl]amino]pyridine-2-sulfonamide benzyl-3-[7-(2-methoxy-4-methyl-phenyl)-1,8-naphthyridin-2-yl]piperidine-1-carboxylate